ClC1=C(C=CC(=C1)C(F)(F)F)N1CCC(CC1)(C(=O)N[C@@H]1CN(CC1)C)C=1C=C(C(=NC1)C=1C(=NC=CC1)OCC)F 1-[2-chloro-4-(trifluoromethyl)phenyl]-4-{2'-ethoxy-3-fluoro-[2,3'-bipyridin]-5-yl}-N-[(3S)-1-methylpyrrolidin-3-yl]piperidine-4-carboxamide